C1=C(C=CC2=NC3=CC=CC=C3C=C12)C=O acridine-2-carbaldehyde